C(C)C1=C(C=CC(=C1)C)S(=O)(=O)O ethyl-4-methylbenzenesulfonic acid